methyl 1H-pyrazol-5-carboxylate N1N=CC=C1C(=O)OC